tert-butyl (4R,5S)-4-(1-hydroxy-1-methyl-ethyl)-2,2,5-trimethyl-oxazolidine-3-carboxylate OC(C)(C)[C@@H]1N(C(O[C@H]1C)(C)C)C(=O)OC(C)(C)C